C(C(C)C)OC(C#CC1CC(C1)OC1CCN(CC1)C(=O)OC(C)(C)C)=O tert-Butyl 4-((1r,3r)-3-(3-isobutoxy-3-oxoprop-1-yn-1-yl)cyclobutoxy)piperidine-1-carboxylate